dimethyl-N,N'-diacetylcystine CN([C@@H](CSSC[C@@H](C(=O)O)N(C(C)=O)C)C(=O)O)C(C)=O